NC1=NC(=NC(=C1NC(C(C)(F)F)=O)N)C1=NN(C2=NC=C(C=C21)F)CC2=C(C=CC=C2)F N-(4,6-diamino-2-(5-fluoro-1-(2-fluorobenzyl)-1H-pyrazolo[3,4-b]pyridin-3-yl)pyrimidin-5-yl)-2,2-difluoropropionamide